3-amino-7-fluorodibenzo[b,e][1,4]dioxine-2-carboxylate NC=1C(=CC2=C(OC3=C(O2)C=CC(=C3)F)C1)C(=O)[O-]